COC=1C=C2C(=NC1C1=C3CC(CC3=CC=C1)O)C=NN2 4-(6-methoxy-1H-pyrazolo[4,3-b]pyridin-5-yl)-2,3-dihydro-1H-inden-2-ol